FC(C(=O)O)(F)F.C1(CC1)N1C(N(C=2C(C1=O)=C(N(C(C2C)=O)C)NC2=C(C=C(C=C2)I)F)C=2C=C(C=CC2)NS(=O)(=O)CCC)=O N-(3-(3-cyclopropyl-5-((2-fluoro-4-iodophenyl)amino)-6,8-dimethyl-2,4,7-trioxo-3,4,6,7-tetrahydropyrido[4,3-d]pyrimidin-1(2H)-yl)phenyl)propane-1-sulfonamide 2,2,2-trifluoroacetate